3-[3-chloro-5-(4,4,5,5-tetramethyl-1,3,2-dioxaborolan-2-yl)phenyl]-3-methyl-morpholine ClC=1C=C(C=C(C1)B1OC(C(O1)(C)C)(C)C)C1(NCCOC1)C